ClC1=CC=C(C(=O)C2=C(SC(=C2C)C)NC(=O)[C@@H](CC(=O)OC)NC(=O)OCC2C3=CC=CC=C3C=3C=CC=CC23)C=C1 methyl (3R)-3-[[3-(4-chlorobenzoyl)-4,5-dimethylthiophen-2-yl]carbamoyl]-3-[[(9H-fluoren-9-ylmethoxy)carbonyl]amino]propanoate